C(#N)C=1C=C2C(=NC1)N=C(N2)C(C)C=2C=C1CCCN(C1=CC2)C(=O)OC2CC2 cyclopropyl 6-(1-(6-cyano-1H-imidazo[4,5-b]pyridin-2-yl)ethyl)-3,4-dihydroquinoline-1(2H)-carboxylate